FC([C@@H](C(=O)O)O)(F)F (R)-3,3,3-TRIFLUORO-2-HYDROXYPROPIONIC ACID